5-(2-(hydroxymethyl)-4-((8-methyl-6-oxo-7-(trifluoromethyl)-5,6-dihydro-1,5-naphthyridin-3-yl)methyl)piperazin-1-yl)-N-methylpyridineamide OCC1N(CCN(C1)CC=1C=NC=2C(=C(C(NC2C1)=O)C(F)(F)F)C)C=1C=CC(=NC1)C(=O)NC